12-(1H-imidazol-5-yl)-11-[3-(trifluoromethyl)-1H-1,2,4-triazol-5-yl]-6-oxa-1,8,10-triazatricyclo[7.3.0.03,7]dodeca-2,7,9,11-tetraene N1C=NC=C1C1=C(N=C2N=C3OCCC3=CN12)C1=NC(=NN1)C(F)(F)F